C(C)C1=C(C=CC(=C1)N1CCN(CC1)CCO)NC1=NC=C(C(=N1)C1=CC=2S(CCSCC2S1)(=O)=O)C(F)(F)F 7-(2-((2-ethyl-4-(4-(2-hydroxyethyl)piperazin-1-yl)phenyl)amino)-5-(trifluoromethyl)pyrimidin-4-yl)-2,3-dihydro-5H-thieno[3,2-e][1,4]dithiepine 1,1-dioxide